NC=1C=2N(C(=C(N1)C1=CC=C(C=C1)F)C=1C=CC=3N(C1)C(=CN3)C)C=C(N2)C(=O)NC23CC(C2)(C3)CNCC(F)(F)F 8-amino-6-(4-fluorophenyl)-5-{3-methylimidazo[1,2-a]pyridin-6-yl}-N-(3-{[(2,2,2-trifluoroethyl)amino]methyl}bicyclo[1.1.1]pentan-1-yl)imidazo[1,2-a]pyrazine-2-carboxamide